N1=CC=CC2=CC(=CC=C12)N1C(=CC2=CC=CC=C12)CC=O 2-(1-(quinolin-6-yl)-1h-indol-yl)acetaldehyde